ClC1=CC=C(OC=2C=C3CCC(C3=CC2)=O)C=C1 5-(4-chlorophenoxy)-2,3-dihydro-1H-inden-1-one